C1(CC1)C1=C(C=C(C=N1)C1=CC(=C2C(=N1)N=C(N2)N)N(C)CC2(CCCC2)COC)C(F)(F)F 5-[6-cyclopropyl-5-(trifluoromethyl)pyridin-3-yl]-N7-{[1-(methoxymethyl)cyclopentyl]methyl}-N7-methyl-1H-imidazo[4,5-b]pyridine-2,7-diamine